N-((S)-1-(5-(2-methoxyquinolin-3-yl)-1,3,4-oxadiazol-2-yl)-7-oxononyl)-1'-oxo-1'H-spiro[cyclohexane-1,3'-furo[3,4-c]pyridine]-4-carboxamide COC1=NC2=CC=CC=C2C=C1C1=NN=C(O1)[C@H](CCCCCC(CC)=O)NC(=O)C1CCC2(OC(C3=C2C=NC=C3)=O)CC1